FC1=CC(=C(C=C1C=1C=NC(=NC1)N1CCOCC1)NC(=O)C1=CN(C(C=C1C(F)(F)F)=O)C)N1C[C@@H](CC1)N(C)CC1CC1 |r| N-[4-fluoro-5-(2-morpholin-4-ylpyrimidin-5-yl)-2-[rac-(3R)-3-[cyclopropylmethyl(methyl)amino]pyrrolidin-1-yl]phenyl]-1-methyl-6-oxo-4-(trifluoromethyl)pyridine-3-carboxamide